1,1-bis-(4-fluorophenyl)-2-propanol FC1=CC=C(C=C1)C(C(C)O)C1=CC=C(C=C1)F